tetrahydro-2H-pyran-2-ethanol O1C(CCCC1)CCO